5-(2-((1-(2-(bis(4-methoxybenzyl)amino)-5-fluoropyridin-3-yl)ethyl)amino)ethoxy)-2,6-dichloro-8-fluoroquinazolin-4(3H)-one COC1=CC=C(CN(C2=NC=C(C=C2C(C)NCCOC2=C3C(NC(=NC3=C(C=C2Cl)F)Cl)=O)F)CC2=CC=C(C=C2)OC)C=C1